FC1C[C@@H]2CC(C[C@H](C1)N2)OC2=CC=C(N=N2)C2=C(C=C(C=C2)C=2C=NNC2)O 2-(6-(((1r,3r,5s,7s)-7-fluoro-9-azabicyclo[3.3.1]non-3-yl)oxy)pyridazin-3-yl)-5-(1H-pyrazol-4-yl)phenol